COC1=CC=C(C=N1)CN1C2CN(CC1C2)C=2N=CC(=NC2)C=2C=1N(C=C(C2)NCC2=NC=CC=C2)N=CC1C#N 4-(5-(6-((6-methoxypyridin-3-yl)methyl)-3,6-Diazabicyclo[3.1.1]heptan-3-yl)pyrazin-2-yl)-6-((pyridin-2-ylmethyl)amino)pyrazolo[1,5-a]Pyridine-3-carbonitrile